1-(2-methoxyethyl)-4-(5-(4,4,5,5-tetramethyl-1,3,2-dioxaborolan-2-yl)pyridin-2-yl)piperazine COCCN1CCN(CC1)C1=NC=C(C=C1)B1OC(C(O1)(C)C)(C)C